Pimelyl-L-carnitine CCCCCCCC/C=C\CCCCCC(CC(=O)O[C@@H](CCC(=O)[O-])[N+](C)(C)C)O